C(C1=CC=CC=C1)N(C1CC2=C(N(N=C2CC1)C1=NC=CC=C1)OC(C=C)=O)C 5-(benzyl (methyl) amino)-2-(pyridin-2-yl)-4,5,6,7-tetrahydro-2H-indazol-3-ylacrylate